COC(C1=CC(=CC(=C1)OCC12OCC(NC1)C2)C=2SC(=CN2)C)=O 3-(5-methyl-1,3-thiazol-2-yl)-5-(2-oxa-5-azabicyclo[2.2.1]hept-1-ylmethoxy)benzoic acid methyl ester